S1C(=NC2=C1C=CC=C2)NC(=O)C2=C(C=CC=C2)NC2=CN=C1N2C=CC=C1C(=O)[O-] 3-((2-(benzo[d]thiazol-2-ylcarbamoyl)phenyl)amino)imidazo[1,2-a]pyridine-8-carboxylate